NC=1C(=C(C=CC1N)C1=CCCN1C(=O)OC(C)(C)C)F tert-Butyl 5-(3,4-diamino-2-fluorophenyl)-2,3-dihydropyrrole-1-carboxylate